ClC1=C(N(C=C1)CC)CO (3-chloro-1-ethyl-1H-pyrrol-2-yl)methanol